OC1CCCN(C1)C(=O)OC(C)(C)C tert-butyl 5-hydroxy-piperidine-1-carboxylate